4,5-dichloromethylbenzene ClCC1=CC=CC=C1CCl